1,4-diphenyl-but-2-ene C1(=CC=CC=C1)CC=CCC1=CC=CC=C1